C(C)(C)(C)OC(=O)N1C(CC(CC1)C(C1=CC=C(C=C1)Cl)N)(C)C tert-butyl-4-(amino (4-chlorophenyl) methyl)-2,2-dimethylpiperidine-1-carboxylate